N-(3,3-dimethyl-1-(1H-tetrazol-5-yl)butyl)pyrazin-2-amine CC(CC(C1=NN=NN1)NC1=NC=CN=C1)(C)C